NC(CCCC(CCC(CCC(C)N)C)C)C 1,11-Diamino-1,5,8,11-tetramethylundecan